Dihydrobenzophenazine C1CC=CC=2C=CC=3N=C4C=CC=CC4=NC3C21